BrC=1C=C(C(=NC1)OCCCN(C)C)NS(=O)(=O)C1=CC(=CC(=C1)Cl)Cl N-(5-Bromo-2-(3-(dimethylamino)propoxy)pyridin-3-yl)-3,5-dichlorobenzenesulfonamide